C=C1C=CC=C2NNN=C21 methylene-1H-benzotriazole